C(C=C)(=O)OCCCCCCCCCCCC[Si](O)(O)O acryloyloxydodecyl-trihydroxysilane